C(C)(C)(C)OC(=O)N1C=CC2=C(C(=CC(=C12)C)OC)CN1[C@H](C[C@@H](CC1)NC1COC1)C1=CC=C(C=C1)C(=O)OC |r| (+-)-5-methoxy-4-(((trans)-2-(4-(methoxycarbonyl)phenyl)-4-(oxetan-3-ylamino)piperidin-1-yl)methyl)-7-methyl-1H-indole-1-carboxylic acid tert-butyl ester